(S)-4-hydroxy-8-(1-methyl-1H-pyrazol-5-yl)-4-(trifluoromethyl)-1,3,4,5-tetrahydro-6H-pyrano[4,3-b]thieno[3,2-d]pyridin-6-one O[C@@]1(COCC2=C1NC(C1=C2C=C(S1)C1=CC=NN1C)=O)C(F)(F)F